O1COC2=C1C=CC=C2B2OC(C(O2)(C)C)(C)C 2-(2H-1,3-benzodioxol-4-yl)-4,4,5,5-tetramethyl-1,3,2-dioxaborolane